2,6-diisopropyl-3-methylphenol, sodium salt [Na].C(C)(C)C1=C(C(=CC=C1C)C(C)C)O